OC[C@H](C1=CC=CC=C1)NC1=NC(=NC=C1C(=O)OCC)NC=1C=C2CCNC(C2=CC1)=O Ethyl 4-{[(1S)-2-hydroxy-1-phenylethyl]amino}-2-[(1-oxo-1,2,3,4-tetrahydroisoquinolin-6-yl)amino]pyrimidine-5-carboxylate